tert-butyl 4-[3-(benzyloxy)-6-{5-[(3-bromopropyloxy) carbonyl]-2,3-dimethoxyphenoxy} hexyl]-1,4-diazacycloheptane-1-carboxylate C(C1=CC=CC=C1)OC(CCN1CCN(CCC1)C(=O)OC(C)(C)C)CCCOC1=C(C(=CC(=C1)C(=O)OCCCBr)OC)OC